4-bromo-1H-pyridin-2-one BrC1=CC(NC=C1)=O